4-methyl-2,2'-bipyridine-4-formaldehyde CC1(CC(=NC=C1)C1=NC=CC=C1)C=O